C(N)(=O)[C@H]1N(CC(C1)(N1N=C(C=C1Br)Br)C(N)=O)C(=O)OC(C)(C)C t-butyl (2S)-2,4-dicarbamoyl-4-(3,5-dibromopyrazol-1-yl)pyrrolidine-1-carboxylate